[S].NCCCN1CCC(CC1)C(=O)N 1-(3-aminopropyl)piperidine-4-carboxamide Sulfur